C1(CCCCC1)CC=O 2-cyclohexylethan-1-one